(2S)-1-[2-[(3R)-3-[(8-fluoro-5-quinolyl)amino]pyrrolidin-1-yl]acetyl]pyrrolidine-2-carbonitrile FC=1C=CC(=C2C=CC=NC12)N[C@H]1CN(CC1)CC(=O)N1[C@@H](CCC1)C#N